gold-tin-copper [Cu].[Sn].[Au]